O=C1[C@@H](N(C(CN1)=O)CCCCCCCCCCCCCC)CNC(=O)C1=CC=C(C(=O)N2C[C@H]([C@@H](C2)C(=O)N[C@@H]2[C@H](C2)C2=CC=CC=C2)C(=O)N[C@@H]2[C@H](C2)C2=CC=CC=C2)C=C1 (3S,4S)-1-(4-((((S)-3,6-dioxo-1-tetradecylpiperazin-2-yl)methyl)carbamoyl)benzoyl)-N3,N4-bis((1S,2R)-2-phenylcyclopropyl)pyrrolidine-3,4-dicarboxamide